4-chloro-5-(4-fluorophenyl)-6-methylpyridazine-3-carboxylic acid ClC1=C(N=NC(=C1C1=CC=C(C=C1)F)C)C(=O)O